6-chloro-3-(methylsulfonyl)pyridine-2-amine ClC1=CC=C(C(=N1)N)S(=O)(=O)C